N1=CC=CC=2CCCC(C12)NCCCCN (5,6,7,8-tetrahydroquinolin-8-yl)-(1-aminobutan-4-yl)-amine